1,4-dihydro-5,7-dinitrobenzofurazan-4-ol 3-oxide [N+](=O)([O-])C1=CC(=C2C(=[N+](ON2)[O-])C1O)[N+](=O)[O-]